4-((3-Chloro-4-methoxypyrazolo[1,5-a]pyridin-5-yl)amino)-6-(cyclopropanecarboxamido)-N-(methyl-d3)nicotinamide ClC=1C=NN2C1C(=C(C=C2)NC2=CC(=NC=C2C(=O)NC([2H])([2H])[2H])NC(=O)C2CC2)OC